C(C)(C)(C)OC(NC1=NC(=C(C=C1)C)COCC1=CC(=C(C(=C1)[N+](=O)[O-])OC)C1=NN(C=N1)C)=O (6-(((4-Methoxy-3-(1-methyl-1H-1,2,4-triazol-3-yl)-5-nitrophenylmethyl)oxy)methyl)-5-methylpyridin-2-yl)carbamic acid tert-butyl ester